tert-butyl 9-(2-methyl-4-nitro-phenyl)-3-azaspiro[5.5]undec-9-ene-3-carboxylate CC1=C(C=CC(=C1)[N+](=O)[O-])C=1CCC2(CCN(CC2)C(=O)OC(C)(C)C)CC1